N-[1-(2,3-difluorophenyl)pyrrolidin-3-yl]-3,4-dimethyl-pyrimido[4',5':4,5]thieno[2,3-c]pyridazin-8-amine FC1=C(C=CC=C1F)N1CC(CC1)NC1=NC=NC2=C1SC=1N=NC(=C(C12)C)C